6-(2,5-dichloropyrimidin-4-yl)-4-fluoro-2-{[(oxazin-2-yl)oxy]methyl}-1-(propan-2-yl)-1H-benzimidazole ClC1=NC=C(C(=N1)C=1C=C(C2=C(N(C(=N2)CON2OC=CC=C2)C(C)C)C1)F)Cl